BrC=1SC(=CC1CCl)F 2-bromo-3-(chloromethyl)-5-fluorothiophene